1,1-bis[3,5-bis(methoxymethyl)-4-hydroxyphenyl]-1-phenylethane COCC=1C=C(C=C(C1O)COC)C(C)(C1=CC=CC=C1)C1=CC(=C(C(=C1)COC)O)COC